(3R)-1-((6-(2-chloro-3-(1-(1-methyl-1H,4H,5H,6H,7H-imidazo[4,5-c]pyridine-2-carbonyl)-2,3-dihydro-1H-indol-4-yl)phenyl)-2-methoxypyridin-3-yl)methyl)pyrrolidin-3-ol ClC1=C(C=CC=C1C1=C2CCN(C2=CC=C1)C(=O)C=1N(C2=C(CNCC2)N1)C)C1=CC=C(C(=N1)OC)CN1C[C@@H](CC1)O